4-methoxy-2-((6-methoxypyridin-3-yl)methyl)benzo[d]oxazole-6-carbonitrile COC1=CC(=CC2=C1N=C(O2)CC=2C=NC(=CC2)OC)C#N